BrC1=CC=CC(=N1)NC(=O)[C@H]1N(C[C@@H](C1)F)C(CN1N=C(C=C1C(F)(F)F)C(=O)N)=O 1-(2-((2S,4R)-2-((6-bromopyridin-2-yl)carbamoyl)-4-fluoropyrrolidin-1-yl)-2-oxoethyl)-5-(trifluoromethyl)-1H-pyrazole-3-carboxamide